N-(5-(cyclopropanecarbonyl)-4-((2,5-dimethyl-4,5-dihydro-[1,2,4]triazolo[1,5-a]quinoxalin-6-yl)amino)pyridin-2-yl)cyclopropanecarboxamide C1(CC1)C(=O)C=1C(=CC(=NC1)NC(=O)C1CC1)NC1=C2N(CC=3N(C2=CC=C1)N=C(N3)C)C